tert-Butyl (1-chloroethyl) carbonate C(OC(C)(C)C)(OC(C)Cl)=O